C(C1=CC=CC=C1)(=O)NC1=CC(=NN1C)C1=CC=C(C=C1)NC(=O)N1CCCC1 N-(4-(5-benzamido-1-methyl-1H-pyrazol-3-yl)phenyl)pyrrolidine-1-carboxamide